C[Si](N[Si](C)(C)C)(C)C 1,1,1-trimethyl-N-(trimethylsilyl)silaneamine